FC(CN1N=NC2=C1C=C(C=C2)C=2C(=CN1N=C(N=C(C12)OC([2H])([2H])[2H])N[C@H]1[C@H](CN(CC1)C)F)F)F 5-(1-(2,2-difluoroethyl)-1H-benzo[d][1,2,3]triazol-6-yl)-6-fluoro-N-((3S,4R)-3-fluoro-1-methylpiperidin-4-yl)-4-(methoxy-d3)pyrrolo[2,1-f][1,2,4]triazin-2-amine